5-fluoro-2,2-dimethyl-N-(3-methyl-1-(2-(1-methylpiperidin-4-yl)ethyl)-1H-indazol-6-yl)-2H-chromen-6-carboxamide FC1=C2C=CC(OC2=CC=C1C(=O)NC1=CC=C2C(=NN(C2=C1)CCC1CCN(CC1)C)C)(C)C